CC=1C(=NC=CN1)C Dimethylpyrazin